C1(=CC=CC2=CC=CC=C12)[C@@H](C)NC(=O)[C@@H]1OC2=CC=CC=C2C(C1)=O (R)-N-((R)-1-(Naphthalen-1-yl)ethyl)-4-oxochroman-2-carboxamid